The molecule is an alkene that is pent-1-ene carrying a methyl group at position 2. It has a role as a human metabolite. It is an alkene and a volatile organic compound. It derives from a hydride of a pentane. CCCC(=C)C